CC1=CC(=NC(=C1)C(=O)O)C(=O)O monomethyl-2,6-pyridinedicarboxylic acid